BrC=1C=C2C(N=CNN2C1)=O 6-Bromopyrrolo[2,1-F][1,2,4]triazin-4(1H)-one